ClC1=C(C=C(C=C1F)C(\C=C(/F)\C1=CC(=C(C(=O)NNC2=NC=CC=N2)C=C1)C(F)(F)F)C(F)(F)F)F (Z)-4-(3-(4-chloro-3,5-difluorophenyl)-1,4,4,4-tetrafluorobut-1-en-1-yl)-N'-(pyrimidin-2-yl)-2-(trifluoromethyl)benzoyl-hydrazine